FC1=C(O[C@H](CNC(OC(C)(C)C)=O)C)C(=CC(=C1)F)CN[C@H]1[C@H](CCC1)O tert-butyl {(2S)-2-[2,4-difluoro-6-({[(1R,2S)-2-hydroxycyclopentyl]amino}methyl)phenoxy]propyl}carbamate